C(C)(C)(C)OC(=O)NC=1C=NN(C1)C1=C2C=CC(=NC2=C(C=C1)C)C(=O)OC methyl 5-(4-((tert-butoxycarbonyl)amino)-1H-pyrazol-1-yl)-8-methylquinoline-2-carboxylate